(S)-3-(1-aminoethyl)-7-fluoro-2-(5-methyl-1H-pyrazol-3-yl)isoquinolin-1(2H)-one N[C@@H](C)C=1N(C(C2=CC(=CC=C2C1)F)=O)C1=NNC(=C1)C